ClC=1C(=C(NC2=C(C=NC3=CN=C(C=C23)C2=CCCN(C2)C(=O)OC(C)(C)C)C#N)C=CC1)F tert-butyl 5-[4-(3-chloro-2-fluoro-anilino)-3-cyano-1,7-naphthyridin-6-yl]-3,6-dihydro-2H-pyridine-1-carboxylate